tert-butyl 4-[4-methyl-3-[2-[3-methyl-5-(1-piperidylmethyl)indol-1-yl]propanoylamino]phenyl]piperazine-1-carboxylate CC1=C(C=C(C=C1)N1CCN(CC1)C(=O)OC(C)(C)C)NC(C(C)N1C=C(C2=CC(=CC=C12)CN1CCCCC1)C)=O